FC=1C=C(OC2=C(C=C3CCN([C@](C3=C2)(C)CC(=O)NC2=CC(=CC=C2)OC)C(=O)OC(C)(C)C)OC)C=CC1 tert-butyl (R)-7-(3-fluorophenoxy)-6-methoxy-1-(2-((3-methoxyphenyl)amino)-2-oxoethyl)-1-methyl-3,4-dihydroisoquinoline-2(1H)-carboxylate